hexa(tridecyl)-1,1,3-tris(2-methyl-4-hydroxy-5-tert-butylphenyl)butadiene triphosphite P(O)(O)O.P(O)(O)O.P(O)(O)O.C(CCCCCCCCCCCC)C(C(C(CCCCCCCCCCCCC)(CCCCCCCCCCCCC)CCCCCCCCCCCCC)(C)C=1C(=CC(=C(C1)C(C=C(C1=C(C=C(C(=C1)C(C)(C)C)O)C)C1=C(C=C(C(=C1)C(C)(C)C)O)C)=C)C)O)(CCCCCCCCCCCCC)CCCCCCCCCCCCC